1,4-dioxohexane O=CCCC(CC)=O